ClC=1C=CC(=C(C1)C=1C=C(C=2OCCNC2N1)C=1C=C(C=NC1)O)F 5-[6-(5-chloro-2-fluorophenyl)-2H,3H,4H-pyrido[3,2-b][1,4]oxazin-8-yl]pyridin-3-ol